(R)-6-(4-hydroxytetrahydro-2H-pyran-4-yl)-8-methyl-4-((1-(2-methyl-3-(trifluoromethyl)phenyl)prop-2-yn-1-yl)amino)pyrido[2,3-d]pyrimidin-7(8H)-one OC1(CCOCC1)C1=CC2=C(N=CN=C2N[C@H](C#C)C2=C(C(=CC=C2)C(F)(F)F)C)N(C1=O)C